5-(4-isopropylphenoxy)-1H-1,2,3-triazole-4-carboxylic acid C(C)(C)C1=CC=C(OC2=C(N=NN2)C(=O)O)C=C1